C(#N)C(C)(C)C1=CC(=NC=C1)C(=O)NC1=CC(=C(C(=C1)C=1C=NC2=CC(=NC=C2C1)N(C)CC1=CC=C(C=C1)OC)C)F 4-(2-cyanopropan-2-yl)-N-(3-fluoro-5-(7-((4-methoxybenzyl)(methyl)amino)-1,6-naphthyridin-3-yl)-4-methylphenyl)picolinamide